CN(C(CCCCC)CCCCCCCC=CCC=CCCCCC)C N,N-dimethyltricosa-14,17-dien-6-amine